N-[5-(2,6-difluoro-4-methoxyphenyl)-2-[6-(3,3-difluoropyrrolidin-1-yl)-4-methoxypyridin-2-yl]-1-methyl-3-oxo-2,3-dihydro-1H-pyrazol-4-yl]-4-(difluoromethoxy)benzamide FC1=C(C(=CC(=C1)OC)F)C1=C(C(N(N1C)C1=NC(=CC(=C1)OC)N1CC(CC1)(F)F)=O)NC(C1=CC=C(C=C1)OC(F)F)=O